ClC=1C(=NC=CC1)N[C@@H]1CNCC1 (S)-3-chloro-N-(pyrrolidin-3-yl)pyridin-2-amine